pyrazino[2,3-D]Pyridazine N1=CC=NC=2C1=CN=NC2